[Co+2].NC1=CC=C(C=C1)C=1C2=CC=C(N2)C(=C2C=CC(C(=C3C=CC(=C(C=4C=CC1N4)C4=CC=C(C=C4)N)N3)C3=CC=C(C=C3)N)=N2)C2=CC=C(C=C2)O 5,10,15-tris(p-aminophenyl)-20-(p-hydroxyphenyl)porphyrin cobalt (II)